2-(2-Cyclopropyl-4-((4-(4-(trifluoromethyl)benzyl)piperazin-1-yl)methyl)phenoxy)-2-methylpropanoic acid C1(CC1)C1=C(OC(C(=O)O)(C)C)C=CC(=C1)CN1CCN(CC1)CC1=CC=C(C=C1)C(F)(F)F